2-(3-chloro-4-fluoro-10-(4-methoxybenzyl)-8-oxo-8,8a,9,10,11,12-hexahydro-7H-pyrazino[1',2':4,5]pyrazino[2,3-c][1,6]naphthyridin-11-yl)acetonitrile ClC1=NC=C2C3=C(C=NC2=C1F)NC(C1N3CC(N(C1)CC1=CC=C(C=C1)OC)CC#N)=O